tert-Butyl 8-(2-(pyridin-4-yl)-8-(2,2,2-trifluoroethyl)pyrido[3,4-d]pyrimidin-4-yl)-2,8-diazaspiro[4.5]decane-2-carboxylate N1=CC=C(C=C1)C=1N=C(C2=C(N1)C(=NC=C2)CC(F)(F)F)N2CCC1(CCN(C1)C(=O)OC(C)(C)C)CC2